N1(C=NC2=C1C=CC=C2)C=2[C@]1(C)[C@@H](CC2)[C@@H]2CCC3=CCCC[C@]3(C)[C@H]2CC1 17-(1H-Benzimidazol-1-yl)-androsta-4,16-diene